tert-butyl (1R,5S,6R)-6-((Z)-N'-hydroxycarbamimidoyl)-3-azabicyclo[3.1.0]hexane-3-carboxylate O\N=C(/N)\C1[C@H]2CN(C[C@@H]12)C(=O)OC(C)(C)C